[2-[[(1R)-1-(3,6-dimethyl-2-morpholino-4-oxo-quinazolin-8-yl)ethyl]amino]phenyl]boronic acid CN1C(=NC2=C(C=C(C=C2C1=O)C)[C@@H](C)NC1=C(C=CC=C1)B(O)O)N1CCOCC1